SCCSCC(CSCCS)SCCS 1,2,3-tris(2-mercaptoethylthio)propane